C(C=C(C(=O)N)CC(=O)N)(=O)N aconitamide